(S)-4-(4-(2-(2-cyanopyrrolidin-1-yl)-2-oxoethylcarbamoyl)quinolin-6-yl)benzoic acid tert-butyl ester C(C)(C)(C)OC(C1=CC=C(C=C1)C=1C=C2C(=CC=NC2=CC1)C(NCC(=O)N1[C@@H](CCC1)C#N)=O)=O